3-(2-hydroxyethyl)-8-(methylsulfonyl)-2-oxa-8-azaspiro[4.5]decan-1-one OCCC1OC(C2(C1)CCN(CC2)S(=O)(=O)C)=O